ClC1=CC=C(C=C1)[C@@]1(N(C(C2=CC(=CC(=C12)F)C(CC)(C=1N=CN(C1)C)O)=O)CC1=CC=C(C#N)C=C1)O[C@@H]1COCC1 4-{[(1R)-1-(4-chlorophenyl)-7-fluoro-5-[1-hydroxy-1-(1-methyl-1H-imidazol-4-yl)propyl]-3-oxo-1-[(3S)-oxolan-3-yloxy]-2,3-dihydro-1H-isoindol-2-yl]methyl}benzonitrile